tert-butyl N-[[(1S,5R,6S)-6-[2-[4-benzyloxy-2-fluoro-3-(1,1,4-trioxo-1,2,5-thiadiazolidin-2-yl)phenyl]ethynyl]-3-azabicyclo[3.1.0]hexan-3-yl]sulfonyl]carbamate C(C1=CC=CC=C1)OC1=C(C(=C(C=C1)C#CC1[C@H]2CN(C[C@@H]12)S(=O)(=O)NC(OC(C)(C)C)=O)F)N1S(NC(C1)=O)(=O)=O